CP(=O)(C)C1=CC=C(C2=C1OCO2)N(C(OC(C)(C)C)=O)CC#CC2=C(C1=C(S2)C(=CC=C1)N[C@H]1[C@H](CN(CC1)C)F)CC(F)(F)F tert-butyl (7-(dimethylphosphoryl)benzo[d][1,3]dioxol-4-yl)(3-(7-(((3S,4R)-3-fluoro-1-methylpiperidin-4-yl)amino)-3-(2,2,2-trifluoroethyl)benzo[b]thiophen-2-yl)prop-2-yn-1-yl)carbamate